ethyl-diazo(diethylphosphorus) acetate C(C)(=O)[O-].C(C)[P+](CC)(CC)=[N+]=[N-]